ClC1=CC=C(C(=O)N[C@@H]([C@@H](C)O)C2=NC(=NO2)C2=CC=C(C=C2)OC)C=C1 4-chloro-N-((1S,2R)-2-hydroxy-1-(3-(4-methoxyphenyl)-1,2,4-oxadiazol-5-yl)propyl)benzamide